1,4-dibromo-2,3-dihydro-1H-indene BrC1CCC2=C(C=CC=C12)Br